NC1=CC=C2C(=N1)CC[C@H]2NC(=O)[C@@H]2CCC=1N2C(C(=CN1)NCC1=CC(=CC=C1)C)=O (S)-N-((R)-2-AMINO-6,7-DIHYDRO-5H-CYCLOPENTA[B]PYRIDIN-5-YL)-3-((3-METHYLBENZYL)AMINO)-4-OXO-4,6,7,8-TETRAHYDROPYRROLO[1,2-A]PYRIMIDINE-6-CARBOXAMIDE